ClC=1C(=C(C(=C(C1)[C@@H]1[C@@H](O[C@@]([C@H]1C)(C(F)(F)F)C)C(=O)NC1=CC(=NC=C1)C(=O)N)OC)F)F 4-[[(2R,3R,4S,5S)-3-(5-chloro-3,4-difluoro-2-methoxy-phenyl)-4,5-dimethyl-5-(trifluoromethyl)tetrahydrofuran-2-carbonyl]amino]pyridine-2-carboxamide